ClC=1C(=C(C=CC1N[C@@H](C)C1=C(C=CC=C1)F)S(=O)(=O)N(C=1SC=CN1)CC1=C(C=C(C=C1)OC)OC)F (S)-3-chloro-N-(2,4-dimethoxybenzyl)-2-fluoro-4-((1-(2-fluorophenyl)ethyl)amino)-N-(thiazol-2-yl)benzenesulfonamide